4,4'-bis[N-(1-naphthyl)-N-phenylamino]biBenzene C1(=CC=CC2=CC=CC=C12)N(C1=CC=CC=C1)C1=CC=C(C=C1)C1=CC=C(C=C1)N(C1=CC=CC2=CC=CC=C12)C1=CC=CC=C1